2-methoxy-N-(1-methyl-1H-pyrazol-4-yl)acetamide COCC(=O)NC=1C=NN(C1)C